C(C1=CC=CC=C1)N1CCC(CC1)C1=C(OC=C1)C(=O)NC1=CC=C(C=C1)Br (1-Benzylpiperidin-4-yl)-N-(4-bromophenyl)-2-furamide